benzo[b]thiophene-3-carbonitrile bis(2,2,2-trifluoroacetate) FC(C(=O)O)(F)F.FC(C(=O)O)(F)F.S1C2=C(C(=C1)C#N)C=CC=C2